FC(C=1C(N(C=C(C1)CCN(C)C)C(C(=O)O)CC(C)C)=O)F 2-(3-(difluoromethyl)-5-(2-(dimethylamino)ethyl)-2-oxopyridin-1(2H)-yl)-4-methylpentanoic acid